8-(4,4-Dimethylcyclohexyl)-9-(3-fluoro-5-((1-(3-fluoropropyl)azetidin-3-yl)methyl)pyridin-2-yl)-6,7-dihydro-5H-benzo[7]annulene-3-carboxylic acid CC1(CCC(CC1)C=1CCCC2=C(C1C1=NC=C(C=C1F)CC1CN(C1)CCCF)C=CC(=C2)C(=O)O)C